1,8-dimethoxy-anthracene COC1=CC=CC2=CC3=CC=CC(=C3C=C12)OC